Cl.N[C@H]1C[C@H](C1)C(=O)N1OCC[C@H]1C1=CC(=CC(=C1)F)F cis-(3-aminocyclobutyl)-[(3S)-3-(3,5-difluorophenyl)isoxazolidin-2-yl]methanone hydrochloride